tert-butyl (S)-3-cyanopiperazine-1-carboxylate C(#N)[C@@H]1CN(CCN1)C(=O)OC(C)(C)C